FC=1C=C2C(=CC=NC2=CC1)C1CCC(CC1)[C@@H](C)NC=1OC(=NN1)COC N-((R)-1-((1s,4S)-4-(6-fluoroquinolin-4-yl)cyclohexyl)ethyl)-5-(methoxymethyl)-1,3,4-oxadiazol-2-amine